4-((4-(3,4-diaminophenyl)furan-2-yl)methyl)phthalazin-1(2H)-one NC=1C=C(C=CC1N)C=1C=C(OC1)CC1=NNC(C2=CC=CC=C12)=O